C(#N)C=1N=CN(C1)C1=CC=C(C(=N1)OC)NC(=O)C=1C(=NOC1C)C1=CC=CC=C1 N-[6-(4-cyanoimidazol-1-yl)-2-methoxy-3-pyridyl]-5-methyl-3-phenyl-isoxazole-4-carboxamide